(2S)-methyl 2-((tert-butoxycarbonyl)amino)-4-(2-(pyrazin-2-yl)ethylsulfonimidoyl)butanoate C(C)(C)(C)OC(=O)N[C@H](C(=O)OC)CCS(=O)(=N)CCC1=NC=CN=C1